(S)-Methyl-(6-((2-amino-2,4-dimethylpent-4-en-1-yl)oxy)-5-difluoromethyl-(3,4'-Bipyridyl)-2'-yl)-carbamate COC(NC1=NC=CC(=C1)C=1C=NC(=C(C1)C(F)F)OC[C@@](CC(=C)C)(C)N)=O